N-(2-chloro-4-(trifluoromethyl)phenyl)-2-(5-ethyl-6-(4-(5-hydroxy-6-methylpyrimidine-4-carbonyl)piperazin-1-yl)-2-isopropyl-7-oxo-[1,2,4]triazolo[1,5-a]pyrimidin-4(7H)-yl)acetamide ClC1=C(C=CC(=C1)C(F)(F)F)NC(CN1C=2N(C(C(=C1CC)N1CCN(CC1)C(=O)C1=NC=NC(=C1O)C)=O)N=C(N2)C(C)C)=O